FC(C(=O)N1CC(C2=C(CC1)C=CC=C2)CN2C(C1=CC=CC=C1C2=O)=O)(F)F 2-((3-(2,2,2-trifluoroacetyl)-2,3,4,5-tetrahydro-1H-benzo[d]azepin-1-yl)methyl)isoindoline-1,3-dione